N-[(2R)-2-Hydroxy-2-[(3S)-7-hydroxy-1,2,3,4-tetrahydroisoquinolin-3-yl]ethyl]-2-(4-methoxy-benzoyl)-3,4-dihydro-1H-isoquinoline-6-carboxamide O[C@H](CNC(=O)C=1C=C2CCN(CC2=CC1)C(C1=CC=C(C=C1)OC)=O)[C@H]1NCC2=CC(=CC=C2C1)O